C1OCC12CN(CC2)S(=O)(=O)NC(=O)C2=CC(=C(C(=O)O)C=C2N(C)C)F 4-(((2-oxa-6-azaspiro[3.4]octan-6-yl)sulfonyl)carbamoyl)-5-(dimethylamino)-2-fluorobenzoic acid